(R)-hexahydropyrazino[2,1-c][1,4]oxazin-4(3H)-one hydrochloride Cl.C1OCC(N2[C@@H]1CNCC2)=O